5-aminothiazole NC1=CN=CS1